2-[1-[2-(7,7-difluoro-2-azaspiro[3.3]heptan-2-yl)-3,6-dimethyl-4-oxoquinazolin-8-yl]ethyl-amino]benzoic acid FC1(CCC12CN(C2)C2=NC1=C(C=C(C=C1C(N2C)=O)C)C(C)NC2=C(C(=O)O)C=CC=C2)F